FC(S(=O)(=O)OC1NC2(N=C1C1=CC=C(C=C1)Br)CCN(CC2)C)(F)F 3-(4-bromophenyl)-8-methyl-1,4,8-triazaspiro[4.5]dec-3-en-2-yl trifluoromethanesulfonate